ethyl-3-methyl-3-phenyloxirane-2-carboxylate C(C)OC(=O)C1OC1(C1=CC=CC=C1)C